COC1=C(C(=O)C=2C(=NC=C(C2C)Cl)OC)C(=CC(=C1OC)OC)C 3-(2,3,4-trimethoxy-6-methylbenzoyl)-5-chloro-2-methoxy-4-methylpyridine